2-(2'-(4-Methyl-4H-1,2,4-triazol-3-yl)-[1,1'-biphenyl]-3-yl)-7-(trifluoromethyl)-1H-benzo[d]imidazole-5-carboxylic Acid CN1C(=NN=C1)C1=C(C=CC=C1)C1=CC(=CC=C1)C1=NC2=C(N1)C(=CC(=C2)C(=O)O)C(F)(F)F